(1R)-2-(difluoromethoxy)-1-[3-(trifluoromethoxy)phenyl]Ethylamine FC(OC[C@@H](C1=CC(=CC=C1)OC(F)(F)F)N)F